C(C1=CC=CC=C1)(=O)[O-].[K+] potassium benzoate